FC1=CC=C(C=C1)C1=NC=CC(=N1)N1CCC(CC1)C(=O)O 1-(2-(4-fluorophenyl)pyrimidin-4-yl)piperidine-4-carboxylic acid